7-(4-(4-(1H-pyrrol-1-yl)benzyl)piperazin-1-yl)-1-ethyl-6-fluoro-4-oxo-1,4-dihydroquinoline-3-carboxylic acid N1(C=CC=C1)C1=CC=C(CN2CCN(CC2)C2=C(C=C3C(C(=CN(C3=C2)CC)C(=O)O)=O)F)C=C1